aminoacetyl-ammonia NCC(=O)N